1,1-dimethylethyl {1-[({6-[(3,3-dimethyl-2,3-dihydro-1-benzofuran-4-yl)oxy]-3-pyridinyl}amino)carbonyl]cyclobutyl}carbamate CC1(COC2=C1C(=CC=C2)OC2=CC=C(C=N2)NC(=O)C2(CCC2)NC(OC(C)(C)C)=O)C